C[C@@H]1N(C[C@H](C1)OS(=O)(=O)C(F)(F)F)C(=O)OC(C)(C)C tert-Butyl (2S,4S)-2-methyl-4-(trifluoromethanesulfonyloxy)pyrrolidine-1-carboxylate